NC1=C(C=2C(=NC=C(C2)Cl)N1C1=C(C2=C(OCO2)C=C1C)C)C#N 2-amino-5-chloro-1-(4,6-dimethyl-1,3-benzodioxol-5-yl)pyrrolo[2,3-b]pyridine-3-carbonitrile